[Na+].CN(CCS(=O)(=O)[O-])C(CCCCCCC\C=C/CCCCCCCC)=O N-METHYL-N-OLEOYLTAURINE, SODIUM SALT